ClC=1C=C(C=CC1)C1=C(C(=CC=C1)C[C@@H]1N(CC([C@@H]1NS(=O)(=O)C)(F)F)C(=O)C1OCC1)F N-[(2S,3R)-2-[(3'-chloro-2-fluoro[1,1'-biphenyl]-3-yl)methyl]-4,4-difluoro-1-(oxetane-2-carbonyl)pyrrolidin-3-yl]methanesulfonamide